C(#N)C1=CC=C(OC2=CC=C(CNC(OC(C)(C)C)=O)C=C2)C=C1 tert-butyl (4-(4-cyanophenoxy)benzyl)carbamate